FC(C=1C=C(C=CC1)[C@H](CC(=O)[O-])NC(=O)NC=1C(N(C=CC1[O-])C)=O)(C1=C(C=CC=C1)C)F.[Na+].[Na+] sodium (S)-3-(3-(difluoro(o-tolyl)methyl)phenyl)-3-(3-(1-methyl-4-oxido-2-oxo-1,2-dihydro pyridin-3-yl)ureido)propanoate